4-(4-(1-(4-(5-chloro-2-(4-chloro-1H-1,2,3-triazol-1-yl)phenyl)-5-methoxy-2-oxopyridin-1(2H)-yl)-2-phenylethyl)-1H-1,2,3-triazol-1-yl)benzoic acid ClC=1C=CC(=C(C1)C1=CC(N(C=C1OC)C(CC1=CC=CC=C1)C=1N=NN(C1)C1=CC=C(C(=O)O)C=C1)=O)N1N=NC(=C1)Cl